3-[5-hydroxy-7-(trifluoromethyl)-1H-1,3-benzimidazol-1-yl]-1λ6-1,1-thietanedione OC1=CC2=C(N(C=N2)C2CS(C2)(=O)=O)C(=C1)C(F)(F)F